7-(phenyl-d5)dibenzo[b,d]furan-1-ol C1(=C(C(=C(C(=C1[2H])[2H])[2H])[2H])[2H])C1=CC2=C(C3=C(O2)C=CC=C3O)C=C1